(1r,2'S,4S)-4-(3-chloroanilino)-2'-{3-[(5-methyl-1H-indol-4-yl)oxy]propyl}-2',3'-dihydrospiro[cyclohexane-1,1'-indene]-4-carboxylic acid ClC=1C=C(NC2(CCC3([C@H](CC4=CC=CC=C34)CCCOC3=C4C=CNC4=CC=C3C)CC2)C(=O)O)C=CC1